FC=1C=CC(=NC1)[C@@H](C)OC=1C=2N(C=C(C1)C=1C=NC(=CC1)N1C[C@@H](NCC1)CO)N=CC2C#N 4-[(1R)-1-(5-fluoro-2-pyridyl)ethoxy]-6-[6-[(3R)-3-(hydroxymethyl)piperazin-1-yl]-3-pyridyl]pyrazolo[1,5-a]pyridine-3-carbonitrile